CC1=CC(=NC=C1OC1=CC(=C2C(=N1)N(C=N2)C)NC2=NC=C(C=C2)C2CCO2)C#N 4-methyl-5-[3-methyl-7-[[5-(oxetan-4-yl)pyridin-2-yl]amino]imidazo[4,5-b]pyridin-5-yl]oxypyridine-2-carbonitrile